N1CNCC(=C1)C(=O)N tetrahydropyrimidine-5-carboxamide